N-[(2R)-1,4-dioxan-2-ylmethyl]-8'-methyl-2'-(pyridin-2-ylmethyl)-2',5'-dihydrospiro[cyclobutane-1,4'-furo[2,3-g]indazole]-7'-carboxamide O1[C@@H](COCC1)CNC(=O)C1=C(C2=C(CC3(C4=CN(N=C24)CC2=NC=CC=C2)CCC3)O1)C